(2S,4S)-1-(tert-butyloxycarbonyl)-4-fluoropyrrolidine-2-carboxylic acid C(C)(C)(C)OC(=O)N1[C@@H](C[C@@H](C1)F)C(=O)O